2-(6-(4-(5-chloro-6-(1-methyl-1H-benzo[d]imidazol-2-yl)pyridin-2-yl)piperazin-1-yl)pyridin-3-yl)propan-2-ol ClC=1C=CC(=NC1C1=NC2=C(N1C)C=CC=C2)N2CCN(CC2)C2=CC=C(C=N2)C(C)(C)O